3-{2-[4-(3,6,9,12-Tetraoxapentadecan-14-yn-1-yl)piperazin-1-yl]ethoxy}propanoic acid C(COCCOCCOCCOCC#C)N1CCN(CC1)CCOCCC(=O)O